2-(2-(3,4,5-trimethoxyphenylamino)ethyl)isoindoline COC=1C=C(C=C(C1OC)OC)NCCN1CC2=CC=CC=C2C1